2-[(3S,5R)-4,4-difluoro-5-methyl-3-piperidyl]isoindoline-1,3-dione FC1([C@H](CNC[C@H]1C)N1C(C2=CC=CC=C2C1=O)=O)F